(S)-1-(3-chloro-4-fluorophenyl)-5-(5-(3,5-dimethylisoxazol-4-yl)-1-(1-(methylsulfonyl)piperidin-4-yl)-1H-benzo[d]imidazol-2-yl)pyrrolidin-2-one ClC=1C=C(C=CC1F)N1C(CC[C@H]1C1=NC2=C(N1C1CCN(CC1)S(=O)(=O)C)C=CC(=C2)C=2C(=NOC2C)C)=O